OCCCCC(C(=O)[O-])(C(=O)[O-])C 2-(4-hydroxybutyl)-2-methylmalonate